C(#C)C1=C(C=CC(=C1)C)C(F)(F)F 2-ethynyl-4-methyl-1-(trifluoromethyl)benzene